bis(4-hydroxyphenyl)cyanomethane OC1=CC=C(C=C1)C(C#N)C1=CC=C(C=C1)O